ClC1=C(N=C(NC1=O)C=1C=NNC1Cl)N1[C@@H](COCC1)C 5-chloro-2-(5-chloro-1H-pyrazol-4-yl)-4-[(3R)-3-methylmorpholin-4-yl]-1H-pyrimidin-6-one